NC=1NC(C=2N(C(N(C2N1)[C@@H]1O[C@@H]([C@H]([C@H]1O)F)CO)=O)CCCC(F)(F)F)=O 2-Amino-9-((2R,3S,4S,5R)-4-fluoro-3-hydroxy-5-(hydroxymethyl)tetrahydrofuran-2-yl)-7-(4,4,4-trifluorobutyl)-7,9-dihydro-1H-purine-6,8-dione